2-((1-(4-(2-(2-Aminopyridin-3-yl)-5-phenyl-3H-imidazo[4,5-b]pyridin-3-yl)benzyl)piperidin-4-yl)amino)pyrimidine-4-carbonitrile NC1=NC=CC=C1C1=NC=2C(=NC(=CC2)C2=CC=CC=C2)N1C1=CC=C(CN2CCC(CC2)NC2=NC=CC(=N2)C#N)C=C1